2-((5-chloro-2-((2-methoxy-4-nitrophenyl)amino)pyrimidin-4-yl)amino)-N-methylbenzamide ClC=1C(=NC(=NC1)NC1=C(C=C(C=C1)[N+](=O)[O-])OC)NC1=C(C(=O)NC)C=CC=C1